F[B-](F)(F)F.C(CCCCC)N1CC=CC=C1 N-hexyl-pyridine tetrafluoroborate salt